NC1CCC(CC1)NC1=NC2=C(C=C(C=C2C=N1)C1=CN=C(S1)NS(=O)(=O)C1=C(C=CC=C1)Cl)CC N-(5-(2-(((1r,4r)-4-aminocyclohexyl)amino)-8-ethylquinazolin-6-yl)thiazol-2-yl)-2-chloro-benzenesulfonamide